spiro[piperidine-3,4'-quinoline]-1-carboxylate N1=CCC2(C3=CC=CC=C13)CN(CCC2)C(=O)[O-]